Cl.Cl.C(CC1=CC=CC=C1)NC(C(=O)N)CCC1=CC=CC=C1 2-(phenethylamino)-4-phenylbutanamide dihydrochloride